ClC1=C(C=CC(=C1)OC1CCNCC1)C=1N(C2=NC=NC(=C2N1)OC1(CC1)C)CC=1SC(=CN1)C 2-((8-(2-chloro-4-(piperidin-4-yloxy)phenyl)-6-(1-methylcyclopropoxy)-9H-purin-9-yl)methyl)-5-methylthiazole